C1(CC1)C1=CC(=NN1)NC1=NC(=NC=C1)N1C[C@](CCC1)(F)CNC(OC(C)(C)C)=O tert-Butyl N-[[(3R)-1-[4-[(5-Cyclopropyl-1H-pyrazol-3-yl)amino]pyrimidin-2-yl]-3-fluoro-3-piperidyl]methyl]carbamate